ClC=1C=CC(=C2C=C(NC12)C)[N+](=O)[O-] 7-Chloro-2-methyl-4-nitro-1H-indole